FC1=CC=C(C=C1)C(CNC1=NC=C(C=N1)C(=O)NC1(CC1)C(=O)OCC)(C)C ethyl 1-[(2-{[2-(4-fluorophenyl)-2-methylpropyl]amino}pyrimidin-5-yl)carbonylamino]cyclopropane-carboxylate